(R)-1-(7-chloro-8-fluoro-2-(((3S,7aR)-3-(hydroxymethyl)hexahydro-1H-pyrrolizin-7a-yl)methoxy)pyrido[4,3-d]pyrimidin-4-yl)-3-methylpiperidin-3-ol ClC1=C(C=2N=C(N=C(C2C=N1)N1C[C@@](CCC1)(O)C)OC[C@@]12CCCN2[C@@H](CC1)CO)F